Br.N[C@@H](CC1=CNC=N1)C(=O)O (histidine), hydrobromide